N-[1-(5-bromo-3-chloropyridin-2-yl)-ethyl]-2-fluoro-4-iodopyridine-3-carboxamide BrC=1C=C(C(=NC1)C(C)NC(=O)C=1C(=NC=CC1I)F)Cl